(S)-6-(5-(3,5-dimethylisoxazol-4-yl)-1-((1r,4S)-4-methoxycyclohexyl)-1H-benzo[d]imidazol-2-yl)-1-phenylpiperidin-2-one CC1=NOC(=C1C1=CC2=C(N(C(=N2)[C@@H]2CCCC(N2C2=CC=CC=C2)=O)C2CCC(CC2)OC)C=C1)C